FC1=CC=C(C=C1)C1=NN=C(S1)NC(CSC=1NC(C2=C(N1)N(N=C2)C2=CC=CC=C2)=O)=O N-(5-(4-fluorophenyl)-1,3,4-thiadiazol-2-yl)-2-((4-oxo-1-phenyl-4,5-dihydro-1H-pyrazolo[3,4-d]pyrimidin-6-yl)thio)acetamide